8-bromo-1-ethyl-2-fluoro-6-methoxymethoxynaphthalene BrC=1C=C(C=C2C=CC(=C(C12)CC)F)OCOC